FC1=CC=C(CCC2=C(C(=C3C(=N2)[C@@H](NC3=O)C(C)C)C3=CC=C(S3)C(=O)O)C=3OC(=NN3)C)C=C1 (S)-5-(2-(4-fluorophenethyl)-7-isopropyl-3-(5-methyl-1,3,4-oxadiazol-2-yl)-5-oxo-6,7-dihydro-5H-pyrrolo[3,4-b]pyridin-4-yl)thiophene-2-carboxylic acid